C12CN(CC(CC1)N2)C2=NC(=NC1=C(C(=C(C=C21)C(F)(F)F)C2=CC=C(C=1SC(=C(C12)C#N)N)F)F)OCC=O 4-(4-(3,8-diazabicyclo[3.2.1]octan-3-yl)-8-fluoro-2-(2-oxoethoxy)-6-(trifluoromethyl)quinazolin-7-yl)-2-amino-7-fluorobenzo[b]thiophene-3-carbonitrile